6-Chloro-8-(trifluoromethyl)quinolin-2-amine ClC=1C=C2C=CC(=NC2=C(C1)C(F)(F)F)N